(3R,4S)-N-(isoquinolin-5-yl)-4-phenylpyrrolidine-3-carboxamide C1=NC=CC2=C(C=CC=C12)NC(=O)[C@H]1CNC[C@@H]1C1=CC=CC=C1